O=C1NC2=C(N1)C=CC=C2NC(\C=C\C=2C(=NC(=CC2)C(F)(F)F)OCC(F)(F)F)=O (E)-N-(2-Oxo-2,3-dihydro-1H-benzo[d]imidazol-4-yl)-3-(2-(2,2,2-trifluoroethoxy)-6-(trifluoromethyl)pyridin-3-yl)acrylamid